tris(4-(4-aminophenoxy)phenyl)methane ALUMINUM ZIRCONIUM [Zr].[Al].NC1=CC=C(OC2=CC=C(C=C2)C(C2=CC=C(C=C2)OC2=CC=C(C=C2)N)C2=CC=C(C=C2)OC2=CC=C(C=C2)N)C=C1